FC1=C(C(=C(C2=C1N=C(S2)C)F)F)F 4,5,6,7-tetrafluoro-2-methyl-1,3-benzothiazole